8-chloro-6-(4-methylpiperazin-1-yl)benzo[b][1,4]benzoxazepine ClC1=CC2=C(OC3=C(C=N2)C=CC=C3)C(=C1)N1CCN(CC1)C